Benzyl 2-(4-{[(tert-butoxycarbonyl)amino]methyl}pyrazol-1-yl)acetate C(C)(C)(C)OC(=O)NCC=1C=NN(C1)CC(=O)OCC1=CC=CC=C1